FC1=NN(C=C1C(=O)NCC1=C(C=CC(=C1)C)C(C)C)C fluoro-N-(2-isopropyl-5-methylbenzyl)-1-methyl-1H-pyrazol-4-carboxamid